CN(C(O)=O)C1=NC=CC(=C1)C1=NC(=C(C=C1)OC[C@@](CC(C)C)(C)N)C(F)F.N1(CCNCC1)C=1C(=NC=CN1)OC=1C=NC(=NC1)C(F)(F)F 5-((3-(piperazin-1-yl)pyrazin-2-yl)oxy)-2-(trifluoromethyl)pyrimidine (S)-methyl-(5-((2-amino-2,4-dimethylpentyl)oxy)-6-(difluoromethyl)-[2,4'-bipyridin]-2'-yl)carbamate